C(C)OC(C1=C(C=CC(=C1)P(=O)(C)C)NC(=O)OC(C)(C)C)=O ((Boc)amino)-5-(dimethylphosphoryl)benzoic acid ethyl ester